C(C)(C)(C)OC(=O)N1[C@@H](C[C@H](C1)N=[N+]=[N-])CN (2S,4R)-2-(aminomethyl)-4-azidopyrrolidine-1-carboxylic acid tert-butyl ester